Cl.NC[C@H](C(=O)OCCCC)NC(=O)OCC1=CC=CC=C1 butyl (R)-3-amino-2-(((benzyloxy)carbonyl)amino)propanoate hydrochloride